C(C)(C)(C)OC(=O)NCC(=O)NCC(=O)N[C@@H](CC1=CC=CC=C1)C(=O)NCC(=O)ON1C(CCC1=O)=O 2,5-dioxopyrrolidin-1-yl (tert-butoxycarbonyl)glycylglycyl-L-phenylalanylglycinate